3'-chloro-N-hydroxyl-6-(3-(4-(3-(pyridin-3-yl)ureido)phenoxy)azetidin-1-yl)-[1,1'-biphenyl]-2-carboxamide ClC=1C=C(C=CC1)C=1C(=CC=CC1N1CC(C1)OC1=CC=C(C=C1)NC(=O)NC=1C=NC=CC1)C(=O)NO